ClC1=CC=C(N=N1)NC1CC(CCC1)C(=O)OC Methyl 3-((6-chloropyridazin-3-yl)amino)cyclohexane-1-carboxylate